1,4-dimercaptobenzene SC1=CC=C(C=C1)S